FC=1C=C(C#N)C=C(C1)[C@@H]1CC=NN1C(=O)N1CCN(CC1)C1=NC=C(C(=N1)C=1NC=CN1)F (S)-3-fluoro-5-(1-(4-(5-fluoro-4-(1H-imidazol-2-yl)pyrimidin-2-yl)piperazine-1-carbonyl)-4,5-dihydro-1H-pyrazol-5-yl)benzonitrile